4-cyclopropyl-7-(2-((4-(4-(cyclopropylmethyl)piperazin-1-yl)-2-ethylphenyl)amino)-5-(trifluoromethyl)pyrimidin-4-yl)-3,4-dihydrothieno[2,3-f][1,4]thiazepin-5(2H)-one 1,1-dioxide C1(CC1)N1CCS(C2=C(C1=O)SC(=C2)C2=NC(=NC=C2C(F)(F)F)NC2=C(C=C(C=C2)N2CCN(CC2)CC2CC2)CC)(=O)=O